3-(4-(5-((4-((4-(acetamidomethyl)piperidin-1-yl)methyl)-6-(3,5-dichlorophenyl)pyridin-2-yl)oxy)pyrimidin-2-yl)piperazin-1-yl)cyclobutanecarboxylic acid C(C)(=O)NCC1CCN(CC1)CC1=CC(=NC(=C1)C1=CC(=CC(=C1)Cl)Cl)OC=1C=NC(=NC1)N1CCN(CC1)C1CC(C1)C(=O)O